(1R,3R)-5-(2-((1R,3aS,7aR,E)-1-((R)-4-((2S,6R)-2,6-dimethylmorpholino)butan-2-yl)-7a-methyloctahydro-4H-inden-4-ylidene)ethylidene)-2-methylenecyclohexane-1,3-diol C[C@@H]1O[C@@H](CN(C1)CC[C@@H](C)[C@H]1CC[C@H]2\C(\CCC[C@]12C)=C\C=C1C[C@H](C([C@@H](C1)O)=C)O)C